3-(4-(4-(5H-pyrrolo[3,2-d]pyrimidin-4-yl)piperazin-1-yl)butyl)-5-cyano-1H-indole N1=CN=C(C2=C1C=CN2)N2CCN(CC2)CCCCC2=CNC1=CC=C(C=C21)C#N